ClC=1C(=NC(=NC1)NC1CCOCC1)C1=CC=C2CN(C(C2=C1)=O)CC(=O)N1CCC2=C(CC1)C=CC(=C2)CO 6-{5-chloro-2-[(oxacyclohex-4-yl)amino]pyrimidin-4-yl}-2-{2-[7-(hydroxymethyl)-2,3,4,5-tetrahydro-1H-3-benzazepin-3-yl]-2-oxoethyl}-2,3-dihydro-1H-isoindol-1-one